BrC1=CC=C(C=C1)C=1C(=NC2(N1)CCN(CC2)S(=O)(=O)C)/C=C/C=2OC(=NN2)C=2C=NC=C(C2)C=2C=NN(C2)C (E)-2-(2-(3-(4-bromophenyl)-8-(methylsulfonyl)-1,4,8-triazaspiro[4.5]decan-1,3-dien-2-yl)vinyl)-5-(5-(1-methyl-1H-pyrazol-4-yl)pyridin-3-yl)-1,3,4-oxadiazole